(4-[(1-METHYLPIPERIDIN-2-YL)METHOXY]PHENYL)BORONIC ACID CN1C(CCCC1)COC1=CC=C(C=C1)B(O)O